BrC1=C(C=CC=C1)N=S(=O)(C)C [(2-Bromo-phenyl)-imino]-(dimethyl)-(oxo)-λ6-sulfane